COC(C1=C(C(=CC=C1F)N)Cl)=O.N1(N=CC=C1)C1=CC=CC(=N1)N1C(NC2=C(C1=O)C(=C(S2)C2=CC=C(C=C2)[N+](=O)[O-])C)=O 3-(6-(1H-pyrazol-1-yl)pyrid-2-yl)-5-methyl-6-(4-nitrophenyl)thieno[2,3-d]pyrimidine-2,4(1H,3H)-dione methyl-3-amino-2-chloro-6-fluorobenzoate